NO[Se](O)(=O)=O aminoselenoic acid